CC1=NC=C(C(=N1)C(=O)OCC)C1=CC=CC=C1 Ethyl 2-Methyl-5-phenylpyrimidine-4-carboxylate